FC=1C=C(C=CC1)[C@@H]1N(CCC1)C=1C=CC=2N(N1)C(=CN2)C2=CC=CC(=N2)N2CCN(CC2)CCC#CC2=CC=CC=1N(C=NC12)C1C(NC(CC1)=O)=O 3-(4-(4-(4-(6-(6-((R)-2-(3-fluorophenyl)pyrrolidin-1-yl)imidazo[1,2-b]pyridazin-3-yl)pyridin-2-yl)piperazin-1-yl)but-1-yn-1-yl)-1H-benzo[d]imidazol-1-yl)piperidine-2,6-dione